C1CCC2=C(C=3CCCC3C=C12)NC(=O)NS(=O)(=O)C1=CC(=C(C=C1)C(C)(C)O)CO N-(1,2,3,5,6,7-hexahydros-indacen-4-ylcarbamoyl)-3-(hydroxymethyl)-4-(2-hydroxypropan-2-yl)benzenesulfonamide